(2E)-4-[6-({bicyclo[1.1.1]pent-1-yl}sulfamoyl)-2,4-dioxo-1H-quinazolin-3-yl]but-2-enoic acid ethyl ester C(C)OC(\C=C\CN1C(NC2=CC=C(C=C2C1=O)S(NC12CC(C1)C2)(=O)=O)=O)=O